1-(cyclobutyl-methyl)-8-dimethylamino-3-[[1-(2-hydroxy-ethyl)-1H-[1,2,3]triazol-4-yl]-methyl]-8-phenyl-1,3-diazaspiro[4.5]decan-2-one C1(CCC1)CN1C(N(CC12CCC(CC2)(C2=CC=CC=C2)N(C)C)CC=2N=NN(C2)CCO)=O